5-(4-(((2R,6r)-6-methyl-1,4-dioxan-2-yl)methoxy)phenyl)-2-oxo-6-(trifluoromethyl)-1,2-dihydropyridin-3-carboxamide C[C@@H]1COC[C@@H](O1)COC1=CC=C(C=C1)C=1C=C(C(NC1C(F)(F)F)=O)C(=O)N